C(C)(C)(C)OC(=O)N1C[C@H](CC1)N.CC1=CC=C(C(=O)NC2=CC(=NN2C2=NC3=CC=CC=C3C(N2)=O)C)C=C1 4-methyl-N-(3-methyl-1-(4-oxo-3,4-dihydro-quinazolin-2-yl)-1H-pyrazol-5-yl)benzamide tert-butyl-(3S)-3-aminopyrrolidine-1-carboxylate